4-((4-(4H-1,2,4-triazole-3-yl)piperidine-1-yl)sulfonyl)aniline Methyl-2-benzyl-8-((5-fluoro-1H-indol-3-yl)methyl)-2,8-diazaspiro[4.5]decane-4-carboxylate COC(=O)C1CN(CC12CCN(CC2)CC2=CNC1=CC=C(C=C21)F)CC2=CC=CC=C2.N=2N=C(NC2)C2CCN(CC2)S(=O)(=O)C2=CC=C(N)C=C2